FC=1C=C2C=C(N(C2=CC1)CC(C)N(C)C)C 1-(5-fluoro-2-methyl-1H-indol-1-yl)-N,N-dimethylpropan-2-amine